isobutyl-coA C(C(C)C)SCCNC(CCNC([C@@H](C(COP(OP(OC[C@@H]1[C@H]([C@H]([C@@H](O1)N1C=NC=2C(N)=NC=NC12)O)OP(=O)(O)O)(=O)O)(=O)O)(C)C)O)=O)=O